2-{3-[(2,2-Difluorocyclopropyl)methoxy][1,4'-Bipiperidine]-1'-yl}-N-[(3,5-Difluoropyridin-2-yl)methyl]-1,3-thiazole-5-carboxamide FC1(C(C1)COC1CN(CCC1)C1CCN(CC1)C=1SC(=CN1)C(=O)NCC1=NC=C(C=C1F)F)F